ClC1=C(C=CC=C1F)[C@@H]1[C@@H]2C[C@@H]2CN1C1=NC=C(C(=O)N[C@H](C)\C=C\S(=O)(=O)C)C=C1 6-((1R,2S,5S)-2-(2-Chloro-3-fluorophenyl)-3-azabicyclo[3.1.0]hexan-3-yl)-N-((R,E)-4-(methylsulfonyl)but-3-en-2-yl)nicotinamide